3-((7-(5-chloro-1-((4-methylpiperidin-4-yl)methyl)-1H-indol-7-yl)thieno[3,2-b]pyridin-2-yl)methyl)-6,6-dimethyl-3-azabicyclo[3.1.0]hexane-2,4-dione trifluoroacetate FC(C(=O)O)(F)F.ClC=1C=C2C=CN(C2=C(C1)C1=C2C(=NC=C1)C=C(S2)CN2C(C1C(C1C2=O)(C)C)=O)CC2(CCNCC2)C